C(C=C)OC=1C=C(C=CC1OCC=C)/C=C/C(=O)OC[C@H]1O[C@H]([C@@H]([C@H]([C@@H]1O)O)O)O[C@H]1COC(C1)=O ((2R,3S,4S,5R,6R)-3,4,5-trihydroxy-6-(((R)-5-oxotetrahydrofuran-3-yl)oxy)tetrahydro-2H-pyran-2-yl)methyl (E)-3-(3,4-bis(allyloxy)phenyl)acrylate